ClC1=C(C(=O)O)C=CC(=C1)C(=O)OC 2-chloro-4-(methoxycarbonyl)benzoic acid